7-fluoro-6-((R)-1-hydroxy-2-((3aS,5S,6aR)-3a-hydroxy-5-phenoxyhexahydrocyclopenta[c]pyrrol-2(1H)-yl)ethyl)-1,4-dihydro-2H-benzo[d][1,3]oxazin-2-one FC=1C(=CC2=C(NC(OC2)=O)C1)[C@H](CN1C[C@@H]2[C@](C1)(C[C@H](C2)OC2=CC=CC=C2)O)O